(E)-N-trans-{3-[1-(2-nitrophenyl)-1H-pyrrol-2-yl]-allylidene(allylidene)}-aminoguanidine acetate C(C)(=O)O.[N+](=O)([O-])C1=C(C=CC=C1)N1C(=CC=C1)C=CC=C=CC=N/C(/NN)=N\[H]